methyl 2-oxo-7-propyl-1,2-dihydroquinoline-3-carboxylate O=C1NC2=CC(=CC=C2C=C1C(=O)OC)CCC